C(C1=CC=CC=C1)N1CC(C(CC1)C)NC racemic-1-benzyl-N,4-dimethylpiperidin-3-amine